4-((5-(bis(2-methoxyethyl)amino)thiophen-2-yl)methylene)-3-(trifluoromethyl)isoxazol-5(4H)-one COCCN(C1=CC=C(S1)C=C1C(=NOC1=O)C(F)(F)F)CCOC